(S)-1-amino-3-(benzylamino)propan-2-ol NC[C@@H](CNCC1=CC=CC=C1)O